C(C1=CC=CC=C1)OC(=O)NC(C(=O)O)CCCCNC(=O)OC(C)(C)C 2-(((benzyloxy)carbonyl)amino)-6-((tert-butoxycarbonyl)amino)hexanoic acid